(2R,5R)-5-(((1r,4S)-4-methoxycyclohexyl)methyl)pyrrolidine-2-carboxylic acid methyl ester COC(=O)[C@@H]1N[C@H](CC1)CC1CCC(CC1)OC